OCCCCCC(C(C)(C)C=1C=C(C=C(C1)O)O)C1=CC=CC=C1 5-(8-hydroxy-2-methyl-3-phenyloctan-2-yl)benzene-1,3-diol